racemic-3-((3-butyl-3-ethyl-5-(4-fluorophenyl)-7-(methylthio)-1,1-dioxido-2,3,4,5-tetrahydro-1,5-benzothiazepin-8-yl)oxy)-2,2-dimethylpropanoic acid C(CCC)[C@]1(CS(C2=C(N(C1)C1=CC=C(C=C1)F)C=C(C(=C2)OCC(C(=O)O)(C)C)SC)(=O)=O)CC |r|